N-(6-(4-(4-cyanophenyl)-5-hydroxy-3-methyl-1H-pyrazol-1-yl)pyridin-3-yl)methanesulfonamide C(#N)C1=CC=C(C=C1)C=1C(=NN(C1O)C1=CC=C(C=N1)NS(=O)(=O)C)C